C1(CCCCC1)NC(CO)(C)C 2-(cyclohexylamino)-2-methyl-propan-1-ol